N-methoxyethyl-acrylamide COCCNC(C=C)=O